tert-butyl 5-(4,4,5,5-tetramethyl-1,3,2-dioxaborolan-2-yl)-1-benzofuran-2-carboxylate CC1(OB(OC1(C)C)C=1C=CC2=C(C=C(O2)C(=O)OC(C)(C)C)C1)C